(R)-(1-(4-fluorophenyl)-3-hydroxypropan-2-yl)carbamic acid tert-butyl ester C(C)(C)(C)OC(N[C@H](CC1=CC=C(C=C1)F)CO)=O